2,6-di(2-propenyl-phenoxy)benzonitrile C(=CC)C1=C(OC2=C(C#N)C(=CC=C2)OC2=C(C=CC=C2)C=CC)C=CC=C1